BrC1=C(C=C2C(=NC(=NC2=C1F)OCC1(CC1)CO[Si](C)(C)C(C)(C)C)N1CC2CCC(C1)N2C(=O)OC(C)(C)C)F tert-butyl 3-(7-bromo-2-((1-(((tert-butyldimethylsilyl) oxy)methyl)cyclopropyl)methoxy)-6,8-difluoroquinazolin-4-yl)-3,8-diazabicyclo[3.2.1]octane-8-carboxylate